(4S,4aS,5aR,12aR)-4,7-bis(dimethylamino)-9-[(2,2-dimethylpropylamino)methyl]-1,10,11,12a-tetrahydroxy-3,12-dioxo-4a,5,5a,6-tetrahydro-4H-tetracene-2-carboxamide CN([C@@H]1C(C(=C([C@]2(C(C3=C(C4=C(C(=CC(=C4C[C@H]3C[C@@H]12)N(C)C)CNCC(C)(C)C)O)O)=O)O)O)C(=O)N)=O)C